COC1=C(CN(C2=CC(=NC(=N2)C)C(C(C(=O)[O-])C=2N=C3N(C=C(C=C3Br)C3CC3)C2)=O)CC2=C(C=C(C=C2)OC)OC)C=CC(=C1)OC 3-(6-(bis(2,4-dimethoxybenzyl)amino)-2-methylpyrimidin-4-yl)-2-(8-bromo-6-cyclopropylimidazo[1,2-a]pyridin-2-yl)-3-oxopropanoate